ClC=1C=C(C=CC1F)NC(N([C@H](C)C1=CNC(C2=CC=CC=C12)=O)C1CC1)=O |r| racemic-3-(3-chloro-4-fluorophenyl)-1-cyclopropyl-1-(1-(1-oxo-1,2-dihydroisoquinolin-4-yl)ethyl)urea